(6-Fluoro-3-(2-(2,2,2-trifluoroethoxy)-5-(trifluoromethyl)pyrimidin-4-yl)-1H-indol-7-yl)dimethyl-phosphine oxide FC1=CC=C2C(=CNC2=C1P(C)(C)=O)C1=NC(=NC=C1C(F)(F)F)OCC(F)(F)F